C(C1=CC=CC=C1)C=1NC(=NN1)C(=O)N[C@@H]1C(N(C2=C(OC1)N(N=C2)C(C)C)C)=O (S)-5-benzyl-N-(1-isopropyl-4-methyl-5-oxo-4,5,6,7-tetrahydro-1H-pyrazolo[3,4-b][1,4]oxazepin-6-yl)-4H-1,2,4-triazole-3-carboxamide